(±)-3-(5-chloro-2-methoxyphenyl)-4,6-dichloro-1,3-dihydro-3-hydroxy-2H-indol-2-one ClC=1C=CC(=C(C1)[C@@]1(C(NC2=CC(=CC(=C12)Cl)Cl)=O)O)OC |r|